3-((4-methylphenyl)sulfonyl)-4-phenylquinoline CC1=CC=C(C=C1)S(=O)(=O)C=1C=NC2=CC=CC=C2C1C1=CC=CC=C1